4,6-dichloro-5-fluoropyrimidine-2-amine ClC1=NC(=NC(=C1F)Cl)N